OC(C=1C=CC=C2C=CC(=CC12)O)C1=C(C=CC=C1)OC 8-(hydroxy(2-methoxyphenyl)methyl)naphthalene-2-ol